5,9,25-triacontatrienoic acid C(CCCC=CCCC=CCCCCCCCCCCCCCCC=CCCCC)(=O)O